(S)-2-amino-2-(4,4-difluorocyclohexyl)-N-(4-((R)-1-((S)-2-oxo-4-(trifluoromethyl)imidazolidin-1-yl)butyl)pyridin-2-yl)acetamide N[C@H](C(=O)NC1=NC=CC(=C1)[C@@H](CCC)N1C(N[C@@H](C1)C(F)(F)F)=O)C1CCC(CC1)(F)F